FC1C(C1)C(=O)NC=1N=CC2=C(N=CC(=C2C1)B1OC(C(O1)(C)C)(C)C)NC([2H])([2H])[2H] 2-fluoro-N-(8-((methyl-d3)amino)-5-(4,4,5,5-tetramethyl-1,3,2-dioxaborolan-2-yl)-2,7-naphthyridin-3-yl)cyclopropane-1-carboxamide